tris-(2,4-di-tert-butylphenyl) phosphate P(=O)(OC1=C(C=C(C=C1)C(C)(C)C)C(C)(C)C)(OC1=C(C=C(C=C1)C(C)(C)C)C(C)(C)C)OC1=C(C=C(C=C1)C(C)(C)C)C(C)(C)C